6-bromo-2-chloro-quinazoline BrC=1C=C2C=NC(=NC2=CC1)Cl